C(C)O[Si](OCC)(OCC)N triethoxysilyl-amine